1-(4-(2,3-Dimethylphenyl)piperazin-1-yl)-2-(3-(4-hydroxypiperidin-1-carbonyl)-4,5,6,7-tetrahydro-1H-indazol-1-yl)ethanon CC1=C(C=CC=C1C)N1CCN(CC1)C(CN1N=C(C=2CCCCC12)C(=O)N1CCC(CC1)O)=O